N1(C=NC=C1)CC=1N(C2=C(C(N(C=3C=C(C=CC23)Cl)C2=CC=CC=C2)=O)N1)C ((1H-imidazol-1-yl)methyl)-7-chloro-1-methyl-5-phenyl-1,5-dihydro-4H-imidazo[4,5-c]quinolin-4-one